F[C@@H]1C[C@H](N(C1)C(CC=1C=NN(C1)C)=O)C(=O)N[C@@H](C1=CC=CC=C1)C1=CC(=C(C=C1)C(C)C)F (2S,4R)-4-fluoro-N-[(S)-[3-fluoro-4-(propan-2-yl)phenyl](phenyl)methyl]-1-[2-(1-methyl-1H-pyrazol-4-yl)acetyl]pyrrolidine-2-carboxamide